C(C)(C)(C)OC(=O)N1C[C@@H](CC1)OC1=CC=C(C=C1)C1=CC(=C2CN(C(C2=C1)=O)C(C(=O)O)C1=C2N(C=N1)CCC2)F 2-[6-[4-[(3R)-1-tert-Butoxycarbonylpyrrolidin-3-yl]oxyphenyl]-4-fluoro-1-oxo-isoindol-2-yl]-2-(6,7-dihydro-5H-pyrrolo[1,2-c]imidazol-1-yl)acetic acid